1-((R or S)-3,3-difluoro-4-((4-((3R,3'R)-3'-hydroxy-1,4-dihydro-2H-spiro[isoquinoline-3,4'-piperidine]-1'-carbonyl)pyridin-2-yl)amino)piperidin-1-yl)ethan-1-one FC1(CN(CC[C@H]1NC1=NC=CC(=C1)C(=O)N1C[C@H]([C@@]2(CC1)NCC1=CC=CC=C1C2)O)C(C)=O)F |o1:6|